[(1R,9aS)-5-methoxy-1-(3-tetrahydropyran-2-yloxypropyl)-2,3,3a,4,9,9a-hexahydro-1H-cyclopenta[b]naphth-2-yl] 4-phenylbenzoate C1(=CC=CC=C1)C1=CC=C(C(=O)OC2CC3[C@H](CC4=CC=CC(=C4C3)OC)[C@H]2CCCOC2OCCCC2)C=C1